C(#N)C1CC(C1)(C=1C=C2C(NCC2=CC1)=O)CC(=O)NNC(NC)=S 2-(2-(3-Cyano-1-(3-oxoisoindolin-5-yl)cyclobutyl)acetyl)-N-methyl-hydrazine-1-carbothioamide